Cl.FC=1C=CC(=NC1C(F)(F)F)NCC1COC(CC1)C(F)(F)F (5-fluoro-6-(trifluoromethyl)pyridin-2-yl)(6-(trifluoromethyl)tetrahydro-2H-pyran-3-yl)methylamine hydrochloride